C(C)(C)(C)OC(=O)N1CCC2=CC(=CC=C12)CC1=NNC(C2=CC(=C(C=C12)OC)OC)=O 5-((6,7-dimethoxy-4-oxo-3,4-dihydrophthalazin-1-yl)methyl)indoline-1-carboxylic acid tert-butyl ester